CC=1N=C2N(C=CC=C2)C1 methylimidazo[1,2-a]pyridine